6-(3-(4-amino-phenyl)-1,2,4-oxadiazol-5-yl)-2,2-diethylchroman-4-one NC1=CC=C(C=C1)C1=NOC(=N1)C=1C=C2C(CC(OC2=CC1)(CC)CC)=O